C1(CCCC1)N1C(CN(C=2C(N[C@](NC12)(N)NC1=C(C=C(C=C1)S(=O)(=O)CC(N1CCNCC1)=O)OC)=O)C)CC (R)-8-cyclopentyl-7-ethyl-2-[4-[2-oxo-2-(piperazin-1-yl)ethylsulfonyl]-2-methoxyphenylamino]-5-methyl-7,8-dihydropterin